(S)-3-Methyl-2-oxo-imidazolidine CN1C(NCC1)=O